ClC1=NN(C(=C1OC=1SC=C(N1)C(F)(F)F)C(=O)OCC)C(C)C Ethyl 3-chloro-1-isopropyl-4-((4-(trifluoromethyl)thiazol-2-yl)oxy)-1H-pyrazole-5-carboxylate